C(C)OC=1C=C(C=CC1O)NC(CN1C(NC(C(=C1)F)=O)=O)=O N-(3-ethoxy-4-hydroxyphenyl)-2-(5-fluoro-2,4-dioxo-3,4-dihydropyrimidin-1(2H)-yl)acetamide